Hexaethyl-cyclotrisiloxan C(C)[Si]1(O[Si](O[Si](O1)(CC)CC)(CC)CC)CC